racemic-binaphthyl-diamine C1(=C(C(=CC2=CC=CC=C12)N)N)C1=CC=CC2=CC=CC=C12